N-hydroxy-1H,3H,4H-[1,4]oxazino[4,3-a]indole-10-carboximidamide ONC(=N)C1=C2N(C=3C=CC=CC13)CCOC2